C(C)(C)(C)OC(=O)N1CCN(CC1)CC1=CC(=C(C=C1)[N+](=O)[O-])N 4-[(3-amino-4-nitrophenyl)methyl]piperazine-1-carboxylic acid tert-butyl ester